OC(C([C@H]1CC[C@H]2[C@@H]3CCC4=CC(CC[C@]4(C)[C@H]3CC[C@]12C)=O)=O)OC(CC)=O hydroxy-21-propionyl-oxy-pregna-4-ene-3,20-dione